(5aR,5bS,7aS,10aS,10bR)-2-(4-bromophenyl)-5a,7a-dimethyl-5,5a,5b,6,7,7a,8,9,10,10a,10b,11-dodecahydro-4H-cyclopenta[7,8]phenanthro[2,1-d]thiazol-8-ol BrC1=CC=C(C=C1)C=1SC2=C(N1)CC[C@@]1([C@H]3CC[C@]4([C@H]([C@@H]3CC=C12)CCC4O)C)C